(S)-3,4,5-Trifluoro-N-methyl-N-(3-methyl-1-(pyrrolidin-1-yl)butan-2-yl)benzamide FC=1C=C(C(=O)N([C@H](CN2CCCC2)C(C)C)C)C=C(C1F)F